N1(CCC1)C=1C=C(C=CC1)C=1C=C2C=NN(C(C2=CC1)=O)C1=NC=C(C=N1)N1CC(CC1)O cis-6-(3-(Azetidin-1-yl)phenyl)-2-(5-(3-hydroxypyrrolidin-1-yl)pyrimidin-2-yl)phthalazin-1(2H)-one